C(C)(=O)N(CC(=O)N(CC=1SC=CC1)CC=1SC=CC1)CCS(N(CC1=CC=C(C=C1)OC)CC1=CC=C(C=C1)OC)(=O)=O 2-(acetyl-{2-[bis(4-methoxybenzyl)sulfamoyl]ethyl}amino)-N,N-bis(2-thienyl-methyl)acetamide